BrC1=CC=C(C=C1)C(C1=C(N)C(=CC(=C1)C)C)C1=CC=C(C=C1)Br 2-bis(p-bromophenyl)methyl-4,6-dimethylaniline